OCCN(C/C=C/C(=O)OC)C methyl (2E)-4-[(2-hydroxyethyl)(methyl)amino]but-2-enoate